γ-ureidopropyltripropoxysilane N(C(=O)N)CCC[Si](OCCC)(OCCC)OCCC